2,4-dichloro-1-(trichloromethyl)benzene ClC1=C(C=CC(=C1)Cl)C(Cl)(Cl)Cl